ClC1=CC(=CC=C1)Cl 1,3-dichlorobenzene